7-(7-(3-Chloro-2-cyclopropyl-5-hydroxyphenyl)-8-fluoro-2-((hexahydro-1H-pyrrolizin-7a-yl)methoxy)pyrido[4,3-d]pyrimidin-4-yl)-1,3,7-triazaspiro[4.5]decan-2-one ClC=1C(=C(C=C(C1)O)C1=C(C=2N=C(N=C(C2C=N1)N1CC2(CNC(N2)=O)CCC1)OCC12CCCN2CCC1)F)C1CC1